3-acetyl-1-isopropyl-7-(4,4,5,5-tetramethyl-1,3,2-dioxaborolan-2-yl)quinolin-4(1H)-one C(C)(=O)C1=CN(C2=CC(=CC=C2C1=O)B1OC(C(O1)(C)C)(C)C)C(C)C